C(C)OC1=CC=C(C=C1)/C=C/C(=O)C1=CC=C(OCC(=O)O[C@H]2[C@@H]([C@@H]3CC[C@H]([C@@H]4CC[C@@]5(OO[C@]43[C@H](O2)O5)C)C)C)C=C1 [(1S,4S,5R,8S,9R,10S,12R,13R)-1,5,9-Trimethyl-11,14,15,16-tetraoxatetracyclo[10.3.1.04,13.08,13]hexadecan-10-yl] 2-[4-[(E)-3-(4-ethoxyphenyl)prop-2-enoyl]phenoxy]acetate